O[C@@]1(C(N(CC1)C)=O)C1=CC(=NO1)C=1C=C(C=CC1)C1=C(C=CC(=N1)C(=O)N)C (R)-6-(3-(5-(3-hydroxy-1-methyl-2-oxopyrrolidin-3-yl)isoxazol-3-yl)phenyl)-5-methylpicolinamide